2-(trifluoromethyl)imidazo[1,2-b]pyridazine FC(C=1N=C2N(N=CC=C2)C1)(F)F